NC1=C(C=C(N=N1)C1=C(C=CC=C1)O)N1C[C@@H]2CC[C@H](C1)N2C2=CC(=CC=C2)CC2CCNCC2 2-[6-amino-5-[(1S,5R)-8-[3-(4-piperidylmethyl)phenyl]-3,8-diazabicyclo[3.2.1]octan-3-yl]pyridazin-3-yl]phenol